β-(3,5-di-tert-butyl-4-hydroxyphenyl)isooctyl alcohol propionate C(CC)(=O)OCC(CCCC(C)C)C1=CC(=C(C(=C1)C(C)(C)C)O)C(C)(C)C